C(C)(CC)P(C(C)CC)(C(C)CC)=[Se] tri(sec-butyl)phosphine selenide